2-(3',5'-difluoro-2-methoxy-[1,1'-biphenyl]-3-yl)-N-((1R,6S)-2,2-difluoro-6-(4-isopropylpiperazin-1-yl)cyclohexyl)acetamide FC=1C=C(C=C(C1)F)C1=C(C(=CC=C1)CC(=O)N[C@H]1C(CCC[C@@H]1N1CCN(CC1)C(C)C)(F)F)OC